4-Bromo-N-(6-(3,3-difluorocyclobutyl)-4-methylpyridin-2-yl)-2-(6-azaspiro[2.5]octan-6-yl)benzamide BrC1=CC(=C(C(=O)NC2=NC(=CC(=C2)C)C2CC(C2)(F)F)C=C1)N1CCC2(CC2)CC1